FC1([C@@H](CN(C1)C)NC1=NN2C(C(=N1)OC)=C(C(=C2)F)C=2C=CC1=C(N(C(=N1)C)CCF)C2)F (R)-N-(4,4-difluoro-1-methylpyrrolidin-3-yl)-6-fluoro-5-(1-(2-fluoroethyl)-2-methyl-1H-benzo[d]imidazol-6-yl)-4-methoxypyrrolo[2,1-f][1,2,4]triazin-2-amine